C1C(CC12CCC2)N2CCC1=CC=C(C=C21)CS(=O)(=O)N (1-(spiro[3.3]heptan-2-yl)indolin-6-yl)methanesulfonamide